(1S,3R)-1-(2,6-difluoro-4-((1-(3-fluoropropyl)pyrrolidin-3-ylidene)methyl)phenyl)-2-(2,2-difluoropropyl)-3-methyl-1,2,3,4-tetrahydroisoquinolin-6-yl trifluoromethanesulfonate FC(S(=O)(=O)OC=1C=C2C[C@H](N([C@@H](C2=CC1)C1=C(C=C(C=C1F)C=C1CN(CC1)CCCF)F)CC(C)(F)F)C)(F)F